COC1=NN(C=C1C1=CC=CC=C1)C=1N=C(C2=C(N1)C=CC=N2)N2CCOCC2 4-(2-(3-methoxy-4-phenyl-1H-pyrazol-1-yl)pyrido[3,2-d]pyrimidin-4-yl)morpholine